ethyl 5-chloro-1,3,4-thiadiazole-2-carboxylate ClC1=NN=C(S1)C(=O)OCC